O[C@H](COC1=C2C=CC(OC2=CC2=C1C=CO2)=O)C(C)(C)O |r| (+-)-4-(2,3-dihydroxy-3-methylbutoxy)-7H-furo[3,2-g]chromen-7-one